NC1=C(C(=NC=N1)C(C(=O)O)(CC(C)C)C)[N+](=O)[O-] 2-(6-amino-5-nitro-pyrimidin-4-yl)-2,4-dimethyl-pentanoic acid